(biphenylyl)(carbazolylbiphenylyl)(dibenzothiophenyl)triazine C1(=C(C=CC=C1)C1=C(C(=NN=N1)C1=CC=CC=2SC3=C(C21)C=CC=C3)C3=C(C=CC=C3C3=CC=CC=2C1=CC=CC=C1NC32)C3=CC=CC=C3)C3=CC=CC=C3